methyl 3-amino-5-methylthiophene-2-carboxylate NC1=C(SC(=C1)C)C(=O)OC